N-acetylspermine C(C)(=O)NCCCNCCCCNCCCN